CN(S(=O)(=O)N(C(OCC1=CC=CC=C1)=O)C(C)C1=CN(C2=CC(=CC=C12)C1=C(C=CC=C1)C(F)(F)F)C(C(C)C)=O)C benzyl (N,N-dimethylsulfamoyl)(1-(1-isobutyryl-6-(2-(trifluoromethyl)phenyl)-1H-indol-3-yl)ethyl)carbamate